FC1=C(C=CC2=C1N(C=N2)C[C@H]2OCC2)C(=O)O 7-fluoro-1-{[(2S)-oxetan-2-yl]methyl}-1H-1,3-benzodiazole-6-carboxylic acid